1-(6-bromoimidazo[1,5-a]pyridin-5-yl)-3-(4-cyanophenyl)urea BrC=1C=CC=2N(C1NC(=O)NC1=CC=C(C=C1)C#N)C=NC2